2-methyl-6-[rac-(2R,5S)-5-methyl-2-piperidyl]-3,4-dihydro-1H-isoquinoline CN1CC2=CC=C(C=C2CC1)[C@@H]1NC[C@H](CC1)C |r|